C(C)(C)(C)OC(=O)NCCCNC=1C=C2CN(CC2=CC1)[C@H](C(=O)OC)C1=CC=CC=C1 methyl (S)-2-(5-((3-((tert-butoxycarbonyl)amino)propyl)amino)isoindolin-2-yl)-2-phenylacetate